ClC=1N=C2C(=C(C(N(C2=CC1)C)=O)C#N)N1CCC(CC1)OC1=C(C=CC=C1)OC(F)(F)F 6-chloro-1-methyl-2-oxo-4-(4-(2-(trifluoromethoxy)phenoxy)piperidin-1-yl)-1,2-dihydro-1,5-naphthyridine-3-carbonitrile